(E)-1-(3-(1H-1,2,3-triazol-4-yl)pyrrolidin-1-yl)-3-(2-((2,3-dihydro-1H-inden-2-yl)amino)pyrimidin-5-yl)prop-2-en-1-one N1N=NC(=C1)C1CN(CC1)C(\C=C\C=1C=NC(=NC1)NC1CC2=CC=CC=C2C1)=O